N1(CCNCCC1)C(CCC)C=1N(C(C2=C(N1)N=CC(=C2)Br)=O)CC 2-(1-(1,4-diazepan-1-yl)butyl)-6-bromo-3-ethylpyrido[2,3-d]pyrimidin-4(3H)-one